1-(7-(2,5-dichlorobenzyl)-2,7-diazaspiro[4.4]nonane-2-carbonyl)-1H-pyrazole-3-carboxamide ClC1=C(CN2CC3(CCN(C3)C(=O)N3N=C(C=C3)C(=O)N)CC2)C=C(C=C1)Cl